CN1N=CC(=C1)[C@@H]1CC[C@H]2OC3(C(N21)=O)CCN(CC3)C3=CC=C(C=2N3N=CN2)C#N 5-((5'S,7a'R)-5'-(1-Methyl-1H-pyrazol-4-yl)-3'-oxotetrahydro-3'H-spiro[piperidine-4,2'-pyrrolo[2,1-b]oxazol]-1-yl)-[1,2,4]triazolo[1,5-a]pyridine-8-carbonitrile